(S)-N-(2-(2-methyl-1,2,5,6-tetrahydropyridin-3-yl)thieno[2,3-b]pyridin-4-yl)benzo[d]thiazol-5-amine C[C@@H]1NCCC=C1C1=CC=2C(=NC=CC2NC=2C=CC3=C(N=CS3)C2)S1